COC(=O)C1(CCN(CC1)C(=O)N1C=NC=C1)C1=CC=C(C=C1)F.C(C)(C)(C)C=1C=CC2=C(N=C(O2)C=2SC(=CC2)C=2OC3=C(N2)C=C(C=C3)C(C)(C)C)C1 2,5-bis(5-tert-butyl-benzoxazol-2-yl)thiophene methyl-4-(4-fluorophenyl)-1-(imidazole-1-carbonyl)piperidine-4-carboxylate